ClC=1C=C(C=C(C1F)Cl)C1(CC(=NO1)N1CC2=C(C1)C(=C(S2)C(=O)NC2CSC2)C)C(F)(F)F 5-(5-(3,5-dichloro-4-fluorophenyl)-5-(trifluoromethyl)-4,5-dihydroisoxazol-3-yl)-3-methyl-N-(thietan-3-yl)-5,6-dihydro-4H-thieno[2,3-c]pyrrole-2-carboxamide